8-chloro-3-(3-chlorophenyl)-3-methyl-6-[[6-(methylamino)pyrimidin-4-yl]amino]-2H-imidazo[1,5-a]pyridine-1,5-dione ClC1=C2N(C(C(=C1)NC1=NC=NC(=C1)NC)=O)C(NC2=O)(C)C2=CC(=CC=C2)Cl